TRANS-2-(3-FLUOROPHENYL)CYCLOPROPANEBORONIC ACID FC=1C=C(C=CC1)[C@H]1[C@@H](C1)B(O)O